tert-butyl N-(3-[[(5-bromo-1,3-thiazol-2-yl)formamido]methyl]phenyl)carbamate BrC1=CN=C(S1)C(=O)NCC=1C=C(C=CC1)NC(OC(C)(C)C)=O